magnesium R-β-hydroxybutyrate O[C@@H](CC(=O)[O-])C.[Mg+2].O[C@@H](CC(=O)[O-])C